C1N(CCCC12CCCCC2)C2=CC(=NC(=N2)C(F)(F)F)N(C)CC2CN(CC2)C(=O)OC(C)(C)C tert-butyl 3-(((6-(2-azaspiro[5.5]undecan-2-yl)-2-(trifluoromethyl)pyrimidin-4-yl)(methyl)amino)methyl)pyrrolidine-1-carboxylate